BrC=1C(=C(C=CC1F)NN)F (3-bromo-2,4-difluorophenyl)hydrazine